6-chloro-3-iodo-1H-pyrazolo[3,4-d]pyrimidin-4-amine ClC1=NC(=C2C(=N1)NN=C2I)N